C(C1=CC=CC=C1)(=O)OCCCCCCCC.C(C1=CC=CC=C1)(=O)OCCCCC octyl amyl dibenzoate